C(C)O[Si](CCC/C=1/C(=O)OC(\C1)=O)(OCC)OCC 2-(3-triethoxysilylpropyl)maleic anhydride